Kalium Glycinat methyl-2-[(6-hydroxy-3-morpholinosulfonyl-4-quinolyl)amino]benzoate CC=1C(=C(C(=O)[O-])C=CC1)NC1=C(C=NC2=CC=C(C=C12)O)S(=O)(=O)N1CCOCC1.NCC(=O)O.[K+]